2-ethoxy-8-(6-(fluoromethyl)pyridin-3-yl)-6-(2-methyl-2H-indazol-5-yl)-1,6-naphthyridin-7(6H)-one C(C)OC1=NC2=C(C(N(C=C2C=C1)C1=CC2=CN(N=C2C=C1)C)=O)C=1C=NC(=CC1)CF